C(C)N1[C@@H]([C@@H](CCC1)C1=CC=2C(=NC=CC2NC=2C=CC3=C(N=CS3)C2F)S1)C N-(2-((2R,3R)-1-ethyl-2-methylpiperidin-3-yl)thieno[2,3-b]pyridin-4-yl)-4-fluorobenzo[d]thiazol-5-amine